COC(=O)C=1C=CC2=C(N(C=N2)C(C2OCC2)CN2CCN(CC2)C2=NC(=CC=C2)Cl)C1 ((4-(6-chloropyridin-2-yl)piperazin-1-yl)methyl-1-oxetan-2-ylmethyl)-1H-benzo[d]imidazole-6-carboxylic acid methyl ester